4-(p-tolylamino)-1H-pyrrolo[3,2-c][1,6]naphthyridine-2-carboxylic acid C1(=CC=C(C=C1)NC1=NC=2C=CN=CC2C2=C1C=C(N2)C(=O)O)C